C=C\C(\C)=C\CCC(C)=C (E)-α-Ocimene